C(C)N(C1CCC(CC1)NC(OC(C)(C)C)=O)C tert-butyl N-[4-[ethyl(methyl)amino]cyclohexyl]carbamate